FC1(C(CN(CC1)C1=NC2=CC=C(C=C2C=C1C(=O)O)C)C)F 2-(4,4-difluoro-3-methylpiperidin-1-yl)-6-methylquinoline-3-carboxylic acid